C1CC12CCN(CC2)C2=C(C=C(C(=O)NC1=C(C=C(C=C1)F)CC(=O)O)C=C2)NC(=O)C2=NN(C1=CC=CC=C21)CC(F)(F)F 2-(2-(4-(6-azaspiro[2.5]octan-6-yl)-3-(1-(2,2,2-trifluoroethyl)-1H-indazole-3-carboxamido)benzamido)-5-fluorophenyl)acetic acid